N1C=CC=2C(=CC=CC12)C=O Indole-4-formaldehyde